Cl.C1NCCC2=CC=C(C=C12)NCC(=O)OC methyl 2-(1,2,3,4-tetrahydroisoquinolin-7-ylamino)acetate hydrochloride